(R)-N-(4-(chlorodifluoromethoxy)phenyl)-5-((2-cyano-6-fluorophenyl)amino)-6-(3-hydroxypyrrolidin-1-yl)nicotinamide ClC(OC1=CC=C(C=C1)NC(C1=CN=C(C(=C1)NC1=C(C=CC=C1F)C#N)N1C[C@@H](CC1)O)=O)(F)F